7-cyclopentyl-2-((5-(4-(1-(4-(2,6-dioxopiperidin-3-yl)phenethyl)-piperidin-4-yl)-piperazin-1-yl)pyridin-2-yl)amino)-N,N-dimethyl-7H-pyrrolo[2,3-d]pyrimidine-6-carboxamide C1(CCCC1)N1C(=CC2=C1N=C(N=C2)NC2=NC=C(C=C2)N2CCN(CC2)C2CCN(CC2)CCC2=CC=C(C=C2)C2C(NC(CC2)=O)=O)C(=O)N(C)C